N1(CCOCC1)C1=C(C=C2CNC(C2=C1)=O)[N+](=O)[O-] 6-(N-morpholinyl)-5-nitro-isoindolin-1-one